6-bromo-1-cyclobutyl-4-fluoro-1H-indole-2-carboxylic acid ethyl ester C(C)OC(=O)C=1N(C2=CC(=CC(=C2C1)F)Br)C1CCC1